tert-butyl (1-(2-bromo-6-chloropyridin-4-yl)-2-hydroxypropyl)(2-hydroxyethyl)carbamate BrC1=NC(=CC(=C1)C(C(C)O)N(C(OC(C)(C)C)=O)CCO)Cl